2-oxo-1H,2H,5H,6H,7H-cyclopenta[b]pyridine-3-carboxamide O=C1C(=CC2=C(N1)CCC2)C(=O)N